O=C(CC(C(=O)O)(CC1CCCCC1)C)CC(C(=O)O)(CC1CCCCC1)C 2-oxopropane-1,3-diylbis(3-cyclohexyl-2-methylpropanoic acid)